8-(1-chloroethyl)-2-(5-fluoroisoindolin-2-yl)-3,6-dimethylquinazolin-4(3H)-one ClC(C)C=1C=C(C=C2C(N(C(=NC12)N1CC2=CC=C(C=C2C1)F)C)=O)C